C1(CCCC1)N1[C@@H](C(N(C=2C=NC(=NC12)NC1=C(C=C(C=C1)C=1OC(=NN1)CN(C)C)OC)C)=O)CC (R)-8-cyclopentyl-2-((4-(5-((dimethylamino)methyl)-1,3,4-oxadiazol-2-yl)-2-methoxyphenyl)amino)-7-ethyl-5-methyl-7,8-dihydropteridin-6(5H)-one